4-[5-(1-ethyl-3-methyl-1H-pyrazol-5-yl)-4H-1,2,4-triazol-3-yl]-1-[2-(4-methylpiperidin-1-yl)ethyl]-1H-indazole-6-carboxamide C(C)N1N=C(C=C1C=1NC(=NN1)C1=C2C=NN(C2=CC(=C1)C(=O)N)CCN1CCC(CC1)C)C